bis(mercaptomethylthio)-1,3-dithiane SCSC1(SCCCS1)SCS